O1CCN(CC1)C=1C2=C(N=CN1)NC(=C2)C2=CC=C(C=C2)NC(=O)C2CCN(CC2)C2CCNCC2 N-(4-(4-morpholino-7H-pyrrolo[2,3-d]pyrimidin-6-yl)phenyl)-[1,4'-bipiperidine]-4-carboxamide